N-(2,2,2-trifluoro-1-(4-(trifluoromethyl)phenyl)ethyl)pyrimidine-5-sulfonamide FC(C(C1=CC=C(C=C1)C(F)(F)F)NS(=O)(=O)C=1C=NC=NC1)(F)F